ClC1=CC(=C2C(=N1)ON=C2)C(F)(F)F 6-chloro-4-(trifluoromethyl)isoxazolo[5,4-b]pyridine